ClC=1C=C(C=CC1C1CC1)C=1C(=C2CCC(C2=CC1C)N1CC(C1)(O)C)C (5-(3-chloro-4-cyclopropylphenyl)-4,6-dimethyl-2,3-dihydro-1H-inden-1-yl)-3-methylazetidin-3-ol